C1(=CC=C(C=C1)S)C1=CC=CC=C1 biphenyl-4-thiol